ethyl 2-[(3-bromo-2-fluoro-6-formylphenyl) mercapto]acetate BrC=1C(=C(C(=CC1)C=O)SCC(=O)OCC)F